((1,2,3,5,6,7-hexahydro-s-indacen-4-yl)carbamoyl)-3-(hydroxymethyl)-2,3-dihydropyrazolo[5,1-b]oxazole-7-sulfonimidamide C1CCC2=C(C=3CCCC3C=C12)NC(=O)C1C(N2C(O1)=C(C=N2)S(=O)(N)=N)CO